4-(1-hydroxyethyl)-3-(1H-benzimidazol-5-yl)benzoic acid methyl ester COC(C1=CC(=C(C=C1)C(C)O)C1=CC2=C(NC=N2)C=C1)=O